ClC=1C=C(NC2(CCC3(C(CC4=CC=C(C=C34)COS(=O)(=O)O)C[C@H](COC3=CC=NC=4CCC[C@H](C34)C)C)CC2)C(=O)O)C=CC1 4-(3-Chloroanilino)-2'-[(2R)-2-methyl-3-{[(5R)-5-methyl-5,6,7,8-tetrahydroquinolin-4-yl]oxy}propyl]-6'-[(sulfooxy)methyl]-2',3'-dihydrospiro[cyclohexane-1,1'-indene]-4-carboxylic acid